Cl.CNCCN1N=C(C=CC1=O)C=1SC=CN1 2-(2-(methylamino)ethyl)-6-(thiazol-2-yl)pyridazin-3(2H)-one hydrochloride